pteridine-2,4-dione-dihydrochloride Cl.Cl.N1C(NC(C2=NC=CN=C12)=O)=O